5-methoxycarbonyl-thiophene-3-diazonium hexafluorophosphate F[P-](F)(F)(F)(F)F.COC(=O)C1=CC(=CS1)[N+]#N